FC=1C=CC=2N(C(C=C(N2)C=2SC=C(N2)C)=O)C1 7-fluoro-2-(4-methylthiazol-2-yl)-4H-pyrido[1,2-a]pyrimidin-4-one